(E)-2-(5-bromo-1H-indol-3-yl)-3-(4-(furan-3-yl)pyridin-3-yl)acrylonitrile BrC=1C=C2C(=CNC2=CC1)/C(/C#N)=C\C=1C=NC=CC1C1=COC=C1